CN1C(=NC2=NC=C(C(=C21)C#N)OC=2C=C1C(=NC2)NC=C1C)NC=1C(N(C=C(C1)C(F)(F)F)C)=O 1-methyl-6-((3-methyl-1H-pyrrolo[2,3-b]pyridin-5-yl)oxy)-2-((1-methyl-2-oxo-5-(trifluoromethyl)-1,2-dihydropyridin-3-yl)amino)-1H-imidazo[4,5-b]pyridine-7-carbonitrile